C(O)([2H])([2H])[2H] methane-d3-ol